2-{3-[(2S,5S)-2,5-dimethylpiperazin-1-yl]-1,2,4-triazin-6-yl}-5-(1H-pyrazol-4-yl)phenol dihydrochloride Cl.Cl.C[C@@H]1N(C[C@@H](NC1)C)C=1N=NC(=CN1)C1=C(C=C(C=C1)C=1C=NNC1)O